N-(4-methyl-3-(7-methyl-2-((6-morpholinopyridin-3-yl)amino)-8-oxo-7,8-dihydropyrido[3,4-d]pyrimidin-6-yl)phenyl)-3-(trifluoromethyl)benzamide CC1=C(C=C(C=C1)NC(C1=CC(=CC=C1)C(F)(F)F)=O)C1=CC2=C(N=C(N=C2)NC=2C=NC(=CC2)N2CCOCC2)C(N1C)=O